Ethylhexylcyanoacetat C(C)OC(C(C#N)CCCCCC)=O